C[C@]12CNC[C@H]2[C@@H](C1)N |&1:5| (1S,SR,6R)-1-methyl-3-azabicyclo[3.2.0]heptan-6-amine